C(CCCCCCCCCCCCCCC)(=O)NNC(=O)C=1C(N(C2=CC=CC=C2C1O)C)=O N'-hexadecanoyl-1-methyl-4-hydroxy-2-oxo-1,2-dihydroquinoline-3-carbohydrazide